C(CC)C1CCC(CC1)C1=CC=C(C=C1)OB(O)O 4-(4-propylcyclohexyl)phenylboric acid